(±)-N-[2-hydroxy-5-[1-hydroxy-2-[[2-(p-methoxyphenyl)-2-propyl]amino]ethyl]phenyl]-formamide OC1=C(C=C(C=C1)[C@H](CNC(C)(C)C1=CC=C(C=C1)OC)O)NC=O |r|